[N+](=O)([O-])C1=C(C=CC(=C1)[N+](=O)[O-])NCCOCCOCCOCCOC[C@@H]1[C@@H]([C@@H]([C@@H](CO1)NC(C(F)(F)F)=O)O)O N-((3R,4R,5R,6R)-6-(13-((2,4-dinitrophenyl)amino)-2,5,8,11-tetraoxatridecyl)-4,5-dihydroxytetrahydro-2H-pyran-3-yl)-2,2,2-trifluoroacetamide